(+-)-trans-N-(6,8-dichloro-2,7-naphthyridin-3-yl)-2-methyl-cyclopropanecarboxamide ClC=1C=C2C=C(N=CC2=C(N1)Cl)NC(=O)[C@H]1[C@@H](C1)C |r|